ClC=1C(=C(C=CC1F)[C@H](NC(=O)N1CC(NCC1)=O)C=1C=NC(=CC1)OCC(F)(F)F)F N-((R)-(3-chloro-2,4-difluorophenyl)(6-(2,2,2-trifluoroethoxy)pyridin-3-yl)methyl)-3-oxopiperazine-1-carboxamide